2-(trimethylsilyl)ethyl (2S,3S)-3-(4-chloro phenyl)-3-[(1R)-1-(4-chlorophenyl)-7-fluoro-1-methoxy-5-(oxane-4-carbonyl)-3-oxo-2,3-dihydro-1H-isoindol-2-yl]-2-methylpropanoate ClC1=CC=C(C=C1)[C@H]([C@@H](C(=O)OCC[Si](C)(C)C)C)N1[C@@](C2=C(C=C(C=C2C1=O)C(=O)C1CCOCC1)F)(OC)C1=CC=C(C=C1)Cl